Tert-butyl (3E)-3-(1,1,1-trifluoropropan-2-ylidene)pyrrolidine-1-carboxylate FC(\C(\C)=C/1\CN(CC1)C(=O)OC(C)(C)C)(F)F